NC1=NC=C(C=2C1=NC(=C(N2)N[C@H]2C[C@H](CC2)O)CC)C=2C=NN(C2)N2CCN(CC2)C(=O)NC(C)C 4-(4-(5-amino-3-ethyl-2-(((1R,3S)-3-hydroxycyclopentyl)amino)pyrido[3,4-b]pyrazin-8-yl)-1H-pyrazol-1-yl)-N-isopropylpiperazine-1-carboxamide